(3S,4R,5R,6R,8R)-6-(hydroxymethyl)-8-methyl-1-azabicyclo[4.2.0]octane-3,4,5-triol OC[C@@]12[C@H]([C@@H]([C@H](CN2[C@@H](C1)C)O)O)O